CN1N=C(C=C1)C1=C(C(=C(C(=O)N[C@@H]2CNCC[C@H]2C2=CC(=C(C=C2)F)F)C=C1)F)F 4-(1-methyl-1H-pyrazole-yl)-N-((3S,4S)-4-(3,4-difluorophenyl)piperidin-3-yl)-2,3-difluorobenzamide